2-(3-(3,5-difluoro-6-(((3S,4S)-4-fluoropyrrolidin-3-yl)amino)pyridin-2-yl)imidazo[1,2-a]pyrazin-6-yl)propan-2-ol FC=1C(=NC(=C(C1)F)N[C@H]1CNC[C@@H]1F)C1=CN=C2N1C=C(N=C2)C(C)(C)O